C(C1=CC=CC=C1)N1S(C(C(C2=C1N=C(N2C2=CC=CC=C2)SC2=CC=CC=C2)=O)C2=CC=C(C=C2)Cl)(=O)=O 1-benzyl-3-(4-chlorophenyl)-5-phenyl-6-(phenylthio)-3,5-dihydroimidazo[4,5-c][1,2]thiazin-4(1H)-one 2,2-dioxide